FC1=C(C=C(C=C1)F)C(CC#CC#CC=1C=2N(C=CC1C(=O)N)N=CC2)C=2C(CC=1CCNC1C2)=O 4-(6-(2,5-Difluorophenyl)-6-(5-oxo-1,2,3,5-tetrahydroindol-6-yl)hex-1,3-diyn-1-yl)pyrazolo[1,5-a]pyridine-5-carboxamide